BrC=1C=C(C(=NC1)N)C=1OC(=CC1)C1=CC=CC=C1 5-bromo-3-(5-phenylfuran-2-yl)pyridin-2-amine